ClC=1C(=CC=C2N=CC(=NC12)C=1C=NN(C1)CC1COCC1)OC1=CC2=C(N=C(N2)C)C=C1 8-chloro-7-[(2-methyl-3H-benzimidazol-5-yl)oxy]-2-[1-(tetrahydrofuran-3-ylmethyl)pyrazol-4-yl]quinoxaline